2-(6-bromo-5-methoxy-1-methyl-1H-imidazo[4,5-b]pyridin-2-yl)-5-(trifluoromethyl)phenol BrC=1C=C2C(=NC1OC)N=C(N2C)C2=C(C=C(C=C2)C(F)(F)F)O